methyl-2,6-di-tert-butyl-p-cresol CC1=C(C(=C(C=C1C)C(C)(C)C)O)C(C)(C)C